4-(2-chloro-6-propan-2-yloxypyridin-4-yl)-3-(3,3-difluoroazetidine-1-carbonyl)-5-fluorobenzonitrile ClC1=NC(=CC(=C1)C1=C(C=C(C#N)C=C1F)C(=O)N1CC(C1)(F)F)OC(C)C